ClC=1C(=C2N=C(N=C3C2=C(OC[C@@H]2[C@@H]4CC[C@H](CN32)N4C(=O)OC(C)(C)C)N1)SCC)F tert-butyl (5aS,6S,9R)-2-chloro-12-(ethylthio)-1-fluoro-5a,6,7,8,9,10-hexahydro-5H-4-oxa-3,10a,11,13,14-pentaaza-6,9-methanonaphtho[1,8-ab]heptalene-14-carboxylate